COC=1C(=C(C2=CC=CC=C2C1OC)I)Cl 3,4-dimethoxy-2-chloroiodonaphthalene